[Pt+2].NC(CC(C(=O)O)C(=O)O)N diamino(2-ethylmalonic acid) platinum (II)